O1C=NC=C1CNC(=O)NC1=CC=C(C=C1)S(=O)(=O)C1CCN(CC1)C1CCOCC1 1-Oxazol-5-ylmethyl-3-{4-[1-(tetrahydro-pyran-4-yl)-piperidine-4-sulfonyl]-phenyl}-urea